3-bromo-5-isobutyl-1-[4-(trifluoromethoxy)phenyl]pyrazole BrC1=NN(C(=C1)CC(C)C)C1=CC=C(C=C1)OC(F)(F)F